tristearylborate C(CCCCCCCCCCCCCCCCC)OB(OCCCCCCCCCCCCCCCCCC)OCCCCCCCCCCCCCCCCCC